S=1CCC(N=C2C1C=CC=C2)=O 2,3-dihydro-1lambda4,5-benzothiazepin-4-one